(1R,2R)-2-(3,4-difluorophenyl)cyclopropyl-formamide FC=1C=C(C=CC1F)[C@@H]1[C@@H](C1)NC=O